3-chloro-2-methyl-N-(1H-pyrazol-3-yl)benzamide ClC=1C(=C(C(=O)NC2=NNC=C2)C=CC1)C